O1CCN(CC1)C1CC(C1)C(=O)OC methyl (1r,3r)-3-morpholinocyclobutane-1-carboxylate